ClC1=C(C=CC(=C1)F)C1=CC=NC2=CC(=CC=C12)O[C@@H](C(=O)N1CCCCC1)C (3S)-1-[(2R)-2-[[4-(2-Chloro-4-fluoro-phenyl)-7-quinolyl]oxy]propanoyl]piperidin